ClC=1C=C2N=C3C=CC(=CC3=C(C2=CC1)NC=1C=CC(=C(CN2CCN(CC2)CC=O)C1)O)OC 2-(4-(5-((6-Chloro-2-methoxyacridin-9-yl)amino)-2-hydroxybenzyl)piperazin-1-yl)acetaldehyde